3-((3-chloro-2-methylbenzyl)amino)-5-(2-chlorophenoxy)-4H-benzo[e][1,2,4]thiadiazine 1,1-dioxide ClC=1C(=C(CNC2=NS(C3=C(N2)C(=CC=C3)OC3=C(C=CC=C3)Cl)(=O)=O)C=CC1)C